1-(4-(cyanomethyl)benzyl)-1H-imidazole-4-carboxamide C(#N)CC1=CC=C(CN2C=NC(=C2)C(=O)N)C=C1